Tert-butyl (3S,4S)-4-[[1-[1-(2,6-dioxo-3-piperidyl)-3-methyl-2-oxo-benzimidazol-4-yl]azetidin-3-yl]methoxy]-3-fluoro-piperidine-1-carboxylate O=C1NC(CCC1N1C(N(C2=C1C=CC=C2N2CC(C2)CO[C@@H]2[C@H](CN(CC2)C(=O)OC(C)(C)C)F)C)=O)=O